3-(4-(5-(4-(benzothien-7-yl)piperazin-1-yl)pentyl)-1-oxoisoindolin-2-yl)piperidine-2,6-dione S1C=CC2=C1C(=CC=C2)N2CCN(CC2)CCCCCC2=C1CN(C(C1=CC=C2)=O)C2C(NC(CC2)=O)=O